Cl.NCC1=NC=C(C=N1)C1=CC=C(C(=N1)OC)NC(=O)C1=C(N=NN1C)C1=CC=C(C=C1)F (6-(2-(aminomethyl)pyrimidin-5-yl)-2-methoxypyridin-3-yl)-4-(4-fluorophenyl)-1-methyl-1H-1,2,3-triazole-5-carboxamide hydrochloride